6-chloro-5-methoxypyridin-2-amine ClC1=C(C=CC(=N1)N)OC